C/C(/C(=O)OCC)=C\C=1C=NC=CC1 Ethyl (2E)-2-methyl-3-(3-pyridinyl)-2-propenoate